O=C1NC(CCC1N1C(C2=CC=C(C=C2C1=O)NCCC[C@@H]1C[C@H](C1)N1N=CC(=C1)C1=NC(=CC=C1)NC1CCOCC1)=O)=O 2-(2,6-dioxopiperidin-3-yl)-5-((3-(trans-3-(4-(6-((tetrahydro-2H-pyran-4-yl)amino)pyridin-2-yl)-1H-pyrazol-1-yl)cyclobutyl)propyl)amino)isoindoline-1,3-dione